OCCC1NCCC1 2-(hydroxyethyl)-pyrrolidine